BrC=1C=CC=C2C(=CN(C12)COCC[Si](C)(C)C)C1=NC(=NC=C1C=C)N[C@@H]1CN(CCC1)C(=O)OC(C)(C)C tert-butyl (3S)-3-[[4-[7-bromo-1-(2-trimethylsilylethoxymethyl)indol-3-yl]-5-vinyl-pyrimidin-2-yl]amino]piperidine-1-carboxylate